ClC1=CC(=C2C=C(NC2=C1)C(=O)N[C@H](C(=O)N[C@@H](C[C@H]1C(NCCC1)=O)C#N)CC1CC1)OC 6-chloro-N-[(2S)-1-({(1S)-1-cyano-2-[(3S)-2-oxopiperidin-3-yl]ethyl}amino)-3-cyclopropyl-1-oxopropan-2-yl]-4-methoxy-1H-indole-2-carboxamide